Icosanoic acid 7-methyl-5-(3-[4-(1-methyl-piperidin-4-yl)-piperazin-1-yl]-3-oxo-2-{[4-(2-oxo-1,2-dihydro-quinolin-3-yl)-piperidine-1-carbonyl]-amino}-propyl)-indazol-2-ylmethyl ester CC1=CC(=CC2=CN(N=C12)COC(CCCCCCCCCCCCCCCCCCC)=O)CC(C(=O)N1CCN(CC1)C1CCN(CC1)C)NC(=O)N1CCC(CC1)C=1C(NC2=CC=CC=C2C1)=O